1-phenyl-2-[(benzoyloxy)imino]-1-propanone C1(=CC=CC=C1)C(C(C)=NOC(C1=CC=CC=C1)=O)=O